N-(3-chloro-4-hydroxyphenyl)-N-(4-fluorophenyl)cyclopropane-1,1-dicarboxamide ClC=1C=C(C=CC1O)N(C(=O)C1(CC1)C(=O)N)C1=CC=C(C=C1)F